C(C)(C)(C)OC(=O)N1CCC(CC1)COS(=O)(=O)C1=CC=C(C)C=C1 4-((tosyloxy)methyl)piperidine-1-carboxylic acid tert-butyl ester